3-Bromo-N-cyclopropyl-4-[[4-(trifluoromethyl)phenyl]methylamino]benzenesulfonamide BrC=1C=C(C=CC1NCC1=CC=C(C=C1)C(F)(F)F)S(=O)(=O)NC1CC1